(1RS,2RS,4aSR,8aSR)-1-(2-hydroxyethyl)-2,5,5,8a-tetramethyldecahydronaphthalen-2-ol OCC[C@H]1[C@@](CC[C@H]2C(CCC[C@]12C)(C)C)(O)C |r|